BrC1=CC=C(C(=N1)Cl)NC(C)=O N-(6-bromo-2-chloro-3-pyridinyl)acetamide